N[C@H]1C[C@@H](CC1)NC(CN1N=C(N2C(C1=O)=CC1=C2C=C(S1)Cl)C(C)C)=O N-((1R,3R)-3-Aminocyclopentyl)-2-(2-chloro-5-isopropyl-8-oxothieno[2',3':4,5]pyrrolo[1,2-d][1,2,4]triazin-7(8H)-yl)acetamide